THIADIAZOLE-2-SULFONAMIDE S1N(NC=C1)S(=O)(=O)N